(3aR,6aS)-5-(4-(4-amino-3-(4-phenoxyphenyl)-1H-pyrazolo[3,4-d]pyrimidin-1-yl)piperidin-1-yl)hexahydrocyclopenta[c]pyrrol NC1=C2C(=NC=N1)N(N=C2C2=CC=C(C=C2)OC2=CC=CC=C2)C2CCN(CC2)C2C[C@@H]1C(CNC1)=C2